(3S)-3-[2-(3-bromo-2-methyl-phenoxy)ethyl]pyrrolidine BrC=1C(=C(OCC[C@H]2CNCC2)C=CC1)C